F[C@@H](CN1N=NC(=C1)C(=O)NC)CCC=1N=NC(=CC1)NC(CC1=NC(=CC(=C1)C(F)(F)F)C)=O (R)-1-(2-fluoro-4-(6-(2-(6-methyl-4-(trifluoromethyl)pyridin-2-yl)acetamido)-pyridazin-3-yl)butyl)-N-methyl-1H-1,2,3-triazole-4-carboxamide